CC1N(CC1)C(=O)[O-] 2-methylazetidine-1-carboxylate